1-ethyl-2,3,5-trimethylpyrazole C(C)N1N(C(C=C1C)C)C